ClC=1C(=NC=CC1)N1N=C(C=C1C(=O)O)Br 1-(3-chloropyridine-2-yl)-3-bromo-1H-pyrazole-5-formic acid